N-acetyl-N-[2-bromo-5-(pentafluoroethyl)thiophen-3-yl]-2-(ethylsulfonyl)-4-(trifluoromethyl)benzamide C(C)(=O)N(C(C1=C(C=C(C=C1)C(F)(F)F)S(=O)(=O)CC)=O)C1=C(SC(=C1)C(C(F)(F)F)(F)F)Br